C1(=CC=C(C=C1)C1(CC1)NC(=O)C1=C(C=C2C=C(NC2=C1)CN)C)C1=CC=CC=C1 N-(1-([1,1'-Biphenyl]-4-yl)cyclopropyl)-2-(aminomethyl)-5-methyl-1H-indole-6-carboxamide